NC1=C2C(=NC=N1)N(N=C2C2=CC=C(C=C2)OC2=CC=CC=C2)C2C(CC(CC2)CN2C1CN(C(C2)CC1)C=1C=C2C(N(C(C2=CC1)=O)C1C(NC(CC1)=O)=O)=O)F 5-(5-((4-(4-amino-3-(4-phenoxyphenyl)-1H-pyrazolo[3,4-d]pyrimidin-1-yl)-3-fluorocyclohexyl)methyl)-2,5-diazabicyclo[2.2.2]octan-2-yl)-2-(2,6-dioxopiperidin-3-yl)isoindoline-1,3-dione